1-(4-bromophenyl)-N-hydroxycyclopropane-1-carboxamidine BrC1=CC=C(C=C1)C1(CC1)C(=N)NO